ClC1=C(N=C(C=2C(N3[C@@H](COC21)CNCC3)=O)N3[C@H](CN(CC3)CC)C)C3=C(C=CC=C3O)F (6aR)-4-chloro-1-((S)-4-ethyl-2-methylpiperazin-1-yl)-3-(2-fluoro-6-hydroxyphenyl)-7,8,9,10-tetrahydro-6H-pyrazino[2,1-c]pyrido[3,4-f][1,4]oxazepin-12(6aH)-one